O=C1NC(CC[C@H]1NC(C1=C(C=CC=C1)F)=O)=O N-[(3R)-2,6-dioxopiperidin-3-yl]-2-fluorobenzamide